NC1=C(C(=O)O)C=CC(=N1)OCCC(F)(F)F 2-amino-6-(3,3,3-trifluoropropoxy)nicotinic acid